1-decyl 9-(3-((5-(heptadecan-9-yloxy)-5-oxopentanoyl)oxy)-2-((((2-(1-methylpyrrolidin-2-yl)ethoxy)carbonyl)oxy)methyl)propyl) nonanedioate C(CCCCCCCC(=O)OCC(COC(CCCC(=O)OC(CCCCCCCC)CCCCCCCC)=O)COC(=O)OCCC1N(CCC1)C)(=O)OCCCCCCCCCC